CN1C2CN(C(C1)C2)C(=O)OC2=CC=C1C(=CC=NC1=C2)NC2=CN=NC(=C2)C2=C(C=CC(=C2)Cl)F 4-{[6-(5-chloro-2-fluorophenyl)pyridazin-4-yl]amino}-quinolin-7-yl 5-methyl-2,5-diazabicyclo[2.2.1]heptane-2-carboxylate